cetyl alcohol sulfate potassium salt [K+].S(=O)(=O)([O-])OCCCCCCCCCCCCCCCC